N-(5-(3,4-difluorophenoxy)-2,3-dihydrobenzofuran-7-yl)-1-methyl-5-oxopyrrolidine-2-carboxamide FC=1C=C(OC=2C=C(C3=C(CCO3)C2)NC(=O)C2N(C(CC2)=O)C)C=CC1F